N-(1-m-tolyl-1H-pyrazol-5-yl)pyrazolo[1,5-a]pyrimidine-3-carboxamide C1(=CC(=CC=C1)N1N=CC=C1NC(=O)C=1C=NN2C1N=CC=C2)C